BrC1=C(N=C2N(C1=O)N(C=C2)C)C(F)(F)F 6-bromo-1-methyl-5-(trifluoromethyl)-pyrazolo[1,5-a]pyrimidin-7-one